BrC=1C(=NC(=NC1)C(F)(F)F)Cl 5-bromo-4-chloro-2-(trifluoromethyl)pyrimidine